COC(=O)C1=CC(=C(C=C1)OB(O)O)C (4-(methoxycarbonyl)-2-methylphenyl)boric acid